4,11-bis-(carboxymethyl-methyl)-1,4,8,11-tetraazabicyclo[6.6.2]-hexadecane C(=O)(O)CCN1CCN2CCCN(CCN(CCC1)CC2)CCC(=O)O